(S)-4-(1-ethoxyvinyl)-3-fluoro-N-(tetrahydrofuran-3-yl)pyridin-2-amine C(C)OC(=C)C1=C(C(=NC=C1)N[C@@H]1COCC1)F